C=1N=CN2C1C1=CC=CC=C1[C@H]2C2(CC(C2)(C)C)O (S)-1-(5H-imidazo[5,1-a]isoindol-5-yl)-3,3-dimethylcyclobutan-1-ol